N(=[N+]=[N-])C(C)(C)C1=CN=C(C2=CN=C(C=C12)Cl)O[C@@H]1C[C@@H](C1)S(=O)(=O)C 4-(2-azidopropan-2-yl)-6-chloro-1-(cis-3-(methylsulfonyl)cyclobutoxy)-2,7-naphthyridine